L-2,6-di-tert-butyl-4-methyl-phenol C(C)(C)(C)C1=C(C(=CC(=C1)C)C(C)(C)C)O